C(=O)(OC(C)(C)C)N[C@@H](CC1=CC(=C(C(=C1)I)OC1=CC=C(C=C1)O)I)C(=O)O Boc-3,5-diiodo-L-thyronine